ClC=1C(=CC(=NC1)N1[C@H](C2=C(N=C(N=C2)N2CCC(CC2)O)CC1)C)C1=NC=C(C=C1C)C (S)-1-(6-(5'-chloro-3,5-dimethyl-[2,4'-bipyridine]-2'-yl)-5-methyl-5,6,7,8-tetrahydropyrido[4,3-d]pyrimidin-2-yl)piperidin-4-ol